α-glycidoxyethyl-triethoxysilane tert-butyl-(1-benzylpyrrolidin-3-yl)(spiro[3.3]heptan-2-yl)carbamate C(C)(C)(C)OC(N(C1CC2(C1)CCC2)C2CN(CC2)CC2=CC=CC=C2)=O.C(C2CO2)OC(C)[Si](OCC)(OCC)OCC